C(C)C=1C=CC=C2C(NC(NC12)C=1C(=NNC1)C1=CC=C(C=C1)OC)=O 8-Ethyl-2-[3-(4-methoxyphenyl)-1H-pyrazol-4-yl]-2,3-dihydro-1H-quinazolin-4-one